BrCCCOC1=CC=C(C=C1)CCC(=O)OC methyl 3-[4-(3-bromopropoxy)phenyl]propanoate